tert-butyl 4-(4-chlorobenzyl)-4-cyanopiperidine-1-carboxylate ClC1=CC=C(CC2(CCN(CC2)C(=O)OC(C)(C)C)C#N)C=C1